S(=O)(=O)(O)C1=CC=C(C)C=C1.C(CCCCCCCCCCC)N1C=NC=C1 1-dodecyl-imidazole tosylate